N-(5-ethyl-6-oxo-2-(o-toluylamino)-5,6-dihydro-1,5-naphthyridin-3-yl)-3-fluoro-5-(trifluoromethyl)benzamide C(C)N1C=2C=C(C(=NC2C=CC1=O)NC1=C(C=CC=C1)C)NC(C1=CC(=CC(=C1)C(F)(F)F)F)=O